tert-butyl 3-{5-[6-(trifluoromethyl)pyridin-2-yl]-1,3,4-thiadiazol-2-yl}piperidine-1-carboxylate FC(C1=CC=CC(=N1)C1=NN=C(S1)C1CN(CCC1)C(=O)OC(C)(C)C)(F)F